ClC1=NC=C(C(=N1)C1=CN(C2=NC(=CC=C21)C)S(=O)(=O)C2=CC=C(C)C=C2)Cl 3-(2,5-dichloropyrimidin-4-yl)-6-methyl-1-p-toluenesulfonyl-1H-pyrrolo[2,3-b]pyridine